6-chloro-3-(1H-pyrazol-4-yl)-2-(5-(trifluoromethyl)-1H-1,2,4-triazol-3-yl)-1H-pyrrolo[3,2-b]pyridin-5-ol ClC=1C=C2C(=NC1O)C(=C(N2)C2=NNC(=N2)C(F)(F)F)C=2C=NNC2